N-(7-{2-[(trifluoromethyl)oxy]phenyl}heptyl)propanamide tert-Butyl-(2S,4S)-4-(6-amino-4-methylpyridazin-3-yl)-2-methylpiperidine-1-carboxylate C(C)(C)(C)OC(=O)N1[C@H](C[C@H](CC1)C=1N=NC(=CC1C)N)C.FC(OC1=C(C=CC=C1)CCCCCCCNC(CC)=O)(F)F